tert-Butyl {(3S)-1-[3-({[2-(2,6-difluorophenyl)-1,3-thiazol-4-yl]carbonyl}amino)quinolin-4-yl]piperidin-3-yl}carbamate FC1=C(C(=CC=C1)F)C=1SC=C(N1)C(=O)NC=1C=NC2=CC=CC=C2C1N1C[C@H](CCC1)NC(OC(C)(C)C)=O